(RS)-2-Methylamino-1-(4-methylphenyl)propan-1-one CN[C@@H](C(=O)C1=CC=C(C=C1)C)C |r|